5-(((S)-1-(3-oxo-3-(4-(5-((R)-1,2,2-trifluorocyclopropyl)pyrimidin-2-yl)piperazine-1-yl)propoxy)propan-2-yl)amino)-4-(trifluoromethyl)pyridazine-3(2H)-one O=C(CCOC[C@H](C)NC1=C(C(NN=C1)=O)C(F)(F)F)N1CCN(CC1)C1=NC=C(C=N1)[C@]1(C(C1)(F)F)F